C(CCCCCCCCCCCCC)C(C(=O)O)(CC)N tetradecyl-aminobutyric acid